4-(6-((1-(2,2-difluoroethyl)-1H-indazol-6-yl)methoxy)pyridin-2-yl)piperidine FC(CN1N=CC2=CC=C(C=C12)COC1=CC=CC(=N1)C1CCNCC1)F